COC=1C=C(C=C(C1C)OC)C=O 3,5-dimethoxy-4-methylbenzene-1-carbaldehyde